C12(CC(C1)C2)NC(=O)C=2C(N(C1=NC=C(C=C1C2)C2=CC=C(C=C2)OC(F)F)CCN2CCOCC2)=O N-(bicyclo[1.1.1]pentan-1-yl)-6-(4-(difluoromethoxy)phenyl)-1-(2-morpholinoethyl)-2-oxo-1,2-dihydro-1,8-naphthyridine-3-carboxamide